2-[3-fluoro-4-(propan-2-yloxy)phenyl]acetyl chloride FC=1C=C(C=CC1OC(C)C)CC(=O)Cl